6-chloro-3-hydroxy-N-[2-(2-hydroxyphenyl)ethyl]-2,4-dimethyl-benzenesulfonamide ClC1=CC(=C(C(=C1S(=O)(=O)NCCC1=C(C=CC=C1)O)C)O)C